4-((3-Amino-6-(2-hydroxyphenyl)pyridazin-4-yl)ethynyl)piperidine-1-carboxylic acid tert-butyl ester C(C)(C)(C)OC(=O)N1CCC(CC1)C#CC1=C(N=NC(=C1)C1=C(C=CC=C1)O)N